methyl-methoxydimethyl-silane C[Si](C)(C)OC